3-(3-chlorophenyl)-2-[3-[(4-methanesulfonylphenoxy)methyl]-4-methylpyrrolidin-1-yl]propan-1-ol ClC=1C=C(C=CC1)CC(CO)N1CC(C(C1)C)COC1=CC=C(C=C1)S(=O)(=O)C